naphthal imide C1=CC=C2C(=C1)C=CC=C2C=N